C1(CC1)S(=O)(=O)N1C2CC(CC1CC2)CC2=CC=C(C=C2)NC(OCC2=CN=CO2)=O oxazol-5-ylmethyl (4-((8-(cyclopropylsulfonyl)-8-azabicyclo[3.2.1]octan-3-yl)methyl)phenyl)carbamate